ClC1=NC=C(C(=N1)NC1CC(C1)O)C(=O)O 2-chloro-4-(((1s,3s)-3-hydroxycyclobutyl)amino)pyrimidine-5-carboxylic acid